N-(2-aminoethyl)-2-(((5-(tert-butyl)-6-chloro-1H-indazol-3-yl)amino)methyl)-4-chloro-N,1-dimethyl-1H-imidazole-5-carboxamide NCCN(C(=O)C1=C(N=C(N1C)CNC1=NNC2=CC(=C(C=C12)C(C)(C)C)Cl)Cl)C